C(C)C=1C=CC2=C3C(C(C(=C2C1)OC(=O)C1=CC=C(C=C1)C)=O)=C1C=CC=CC1=C(C3=O)OC(=O)C3=CC=C(C=C3)C 2-ethyl-5,11-dioxo-6,12-bis(p-toluoyloxy)naphthonaphthalene